NC=1C=C2C(NC(C2=CC1C#C)=O)C1=C(NC2=CC=CC=C12)CN(C)C 5-amino-3-{2-[(dimethylamino)methyl]-1H-indol-3-yl}-6-ethynyl-2,3-dihydro-1H-isoindol-1-one